NC[C@H]1N(CC1)C=1C=CC(=C2C=C(N=CC12)NC1=NC(=NC=C1)N1C[C@H]([C@H](CC1)OC)F)C(C)C 8-((S)-2-(aminomethyl)azetidin-1-yl)-N-(2-((3R,4S)-3-fluoro-4-methoxypiperidin-1-yl)pyrimidin-4-yl)-5-isopropylisoquinolin-3-amine